2-({[4-ethyl-1-methyl-2-(trifluoromethyl)pyrrol-3-yl]methyl}sulfanyl)-3H,5H,6H,7H-cyclopenta[d]pyrimidin-4-one trifluoroacetate salt FC(C(=O)O)(F)F.C(C)C=1C(=C(N(C1)C)C(F)(F)F)CSC=1NC(C2=C(N1)CCC2)=O